O-cyclohexylmethylguanine C1CCC(CC1)COC2=NC(=NC3=C2NC=N3)N